2-FLUORO-3-HYDROXYPYRIDINE-4-BORONIC ACID FC1=NC=CC(=C1O)B(O)O